N-(N,N-dimethyl-1,2,3,4-tetrahydro-2-aminodibenzo-fur-8-yl)benzamide CN(C1CC2=C(OC3=C2C=C(C=C3)NC(C3=CC=CC=C3)=O)CC1)C